CS(=O)(=O)OCCN(CC1=CC=C(C=C1)C#CC1=CC=C(C=C1)C1=CC(=NO1)CN1C(=NC=C1)[C@H](C)OC1OCCCC1)C(=O)OC(C)(C)C 2-((tert-butoxycarbonyl)(4-((4-(3-((2-((1S)-1-((tetrahydro-2H-pyran-2-yl)oxy)ethyl)-1H-imidazol-1-yl)methyl)isoxazol-5-yl)phenyl)ethynyl)benzyl)amino)ethyl methanesulfonate